samarium bis(pentamethylcyclopentadienyl)methyltetrahydrofuran CC1=C(C(=C(C1(C)C(C1(C(=C(C(=C1C)C)C)C)C)C1OCCC1)C)C)C.[Sm]